1-methyl-1-((5-(4-(4-methylpiperazin-1-yl)piperidin-1-yl)-2-nitrophenyl)amino)propan-2-ol CC(C(C)O)NC1=C(C=CC(=C1)N1CCC(CC1)N1CCN(CC1)C)[N+](=O)[O-]